2-((4-(hydroxymethyl)pyridin-2-yl)amino)benzo[d]thiazole-6-carbonitrile OCC1=CC(=NC=C1)NC=1SC2=C(N1)C=CC(=C2)C#N